2-bromo-9H-carbazole-d7 BrC1=C(C=2NC3=C(C(=C(C(=C3C2C(=C1[2H])[2H])[2H])[2H])[2H])[2H])[2H]